benzyl (2-hydroxyethyl)carbamate OCCNC(OCC1=CC=CC=C1)=O